C1=NC=C(C2=CC=CC=C12)N1C(N(C[C@@H]1C#N)C=1N=NC=C(C1)C(F)(F)F)=O |r| rac-3-(isoquinolin-4-yl)-2-oxo-1-(5-(trifluoromethyl)pyridazin-3-yl)imidazoline-4-carbonitrile